ClC=1C(=NC(=NC1)NC=1C(=NN(C1)C(C#N)(C)C)C)OCC1CCN(CC1)C(C(F)F)=O 2-(4-((5-chloro-4-((1-(2,2-difluoroacetyl)piperidin-4-yl)methoxy)pyrimidin-2-yl)amino)-3-methyl-1H-pyrazol-1-yl)-2-methylpropanenitrile